FC1=CC=C(C=C1)C1C(NCC(C1)(C1=CC=C(C=C1)C)C)=O 3-(4-fluorophenyl)-5-methyl-5-p-tolylpiperidin-2-one